CN1C(C2=CC=C(C=C2C=C1)B(O)O)=O 2-METHYL-1-OXO-1,2-DIHYDROISOQUINOLIN-6-YLBORONIC ACID